2-chloro-N-(2-chlorophenyl)nicotinamide ClC1=C(C(=O)NC2=C(C=CC=C2)Cl)C=CC=N1